N1C=CN2C1=CC=CC2=O Imidazo[1,2-a]Pyridin-5(1H)-one